CN([C@H](C)C=1N(C(=CN1)C1=CC=C(OC2=C(C=O)C=CC(=C2)CC)C=C1)C)C (R)-2-(4-(2-(1-(dimethylamino)ethyl)-1-methyl-1H-imidazol-5-yl)phenoxy)-4-ethylbenzaldehyde